1,1-di(beta-hydroxyethyl)hydrazine OCCN(N)CCO